Tert-butyl 4-(2-(4-((3-(4-(difluoromethoxy)phenyl)imidazo[1,2-a]pyrazin-8-yl)amino)-N,2-dimethylbenzamido)ethyl)piperidine-1-carboxylate FC(OC1=CC=C(C=C1)C1=CN=C2N1C=CN=C2NC2=CC(=C(C(=O)N(C)CCC1CCN(CC1)C(=O)OC(C)(C)C)C=C2)C)F